C(C)C(CN1C(=C(C(C2=C(C=C(C=C12)O)O)=O)O)C1=CC=CC=C1)CCCC N-(2-ethylhexyl)-2-phenyl-3,5,7-trihydroxyquinolin-4-one